N-((1'-methyl-3H-spiro[benzofuran-2,4'-piperidin]-5-yl)methyl)cyclopropanamine CN1CCC2(CC1)OC1=C(C2)C=C(C=C1)CNC1CC1